(R)-(4-(4-chloropyrazolo[1,5-a]pyridin-2-yl)-6,7-dihydro-1H-imidazo[4,5-c]pyridin-5(4H)-yl)(5-cyclopropyl-1,3,4-oxadiazol-2-yl)methanone ClC=1C=2N(C=CC1)N=C(C2)[C@@H]2N(CCC1=C2N=CN1)C(=O)C=1OC(=NN1)C1CC1